ClC1=NC=C(C(=C1)C1=C(C=NC(=C1)C)C(=O)NC=1SC(=NN1)CCC1CCC1)OC 2'-chloro-N-(5-(2-cyclobutylethyl)-1,3,4-thiadiazol-2-yl)-5'-methoxy-6-methyl-(4,4'-bipyridine)-3-carboxamide